rac-(1S,4R,5R)-2-azabicyclo[2.2.1]heptane-5-carboxylic acid methyl ester hydrochloride Cl.COC(=O)[C@H]1[C@@H]2CN[C@H](C1)C2 |r|